5-ethyl-5-acryloyloxymethyl-1,3-dioxane C(C)C1(COCOC1)COC(C=C)=O